(E)-cyclopropaneformaldoxime C1(CC1)\C=N\O